BrC=1C=C(C=CC1F)N1CCN(CC1)C (3-bromo-4-fluorophenyl)-4-methylpiperazine